1-(7-bromo-4-fluorobenzofuran-5-yl)ethan-1-one BrC1=CC(=C(C=2C=COC21)F)C(C)=O